(4R)-4-[3-(8-{4-fluoro-2-[(3R)-3-methylmorpholine-4-carbonyl]phenyl}-3-methylimidazo[1,5-a]pyridin-6-yl)azetidin-1-yl]-5-methylhexanal FC1=CC(=C(C=C1)C=1C=2N(C=C(C1)C1CN(C1)[C@H](CCC=O)C(C)C)C(=NC2)C)C(=O)N2[C@@H](COCC2)C